1-(2,3-Dihydrobenzo[b][1,4]dioxin-6-yl)-4-(3-methoxyphenyl)butane-1,4-dione O1C2=C(OCC1)C=C(C=C2)C(CCC(=O)C2=CC(=CC=C2)OC)=O